C(C1=CC=CC=C1)N1N=C(N=C1)C(=O)N[C@@H]1C(N(C=2N(CC1)N=C(C2)C2CN(C2)C(=O)OC(C)(C)C)C)=O tert-butyl 3-((6S)-6-[(1-benzyl-1,2,4-triazole-3-carbonyl)amino]-4-methyl-5-oxo-7,8-dihydro-6H-pyrazolo[1,5-a][1,3]diazepin-2-yl)azetidine-1-carboxylate